C1(C=CC=C1)[Ti](C1=C(C(=C(C(=C1F)F)F)F)F)(C1=C(C(=C(C(=C1F)F)F)F)F)C1C=CC=C1 bis(cyclopentadienyl)-bis(penta-fluorophenyl)-titanium